CC1=C(C=C(C=C1)NC(=O)C2=C(N=NS2)C)Cl The molecule is a monocarboxylic acid amide resulting from the formal condensation of the carboxy group of 4-methyl-1,2,3-thiadiazole-5-carboxylic acid with the amino group of 3-chloro-4-methylaniline. It is a fungicide used particularly for the control of fungal diseases in rice. It has a role as an antifungal agrochemical. It is a monocarboxylic acid amide, a member of monochlorobenzenes, a member of thiadiazoles, an organosulfur compound and an anilide fungicide.